3-([1,1'-biphenyl]-4-yl)-1-(cyclopropylmethyl)piperidine C1(=CC=C(C=C1)C1CN(CCC1)CC1CC1)C1=CC=CC=C1